(2-((5-bromo-2-((3-methyl-1H-indazol-5-yl)amino)pyrimidine-4-yl)amino)phenyl)methylsulfonamide ethyl-2-bromo-2-(3-chloro-5-isopropyl-2-methoxyphenyl)acetate C(C)OC(C(C1=C(C(=CC(=C1)C(C)C)Cl)OC)Br)=O.BrC=1C(=NC(=NC1)NC=1C=C2C(=NNC2=CC1)C)NC1=C(C=CC=C1)CS(=O)(=O)N